3-((6-amino-1-(methylamino)-2,7-naphthyridin-4-yl)ethynyl)phenol NC=1C=C2C(=CN=C(C2=CN1)NC)C#CC=1C=C(C=CC1)O